N1C(=NC2=C1C=CC=C2)CNC2=NC(=NC=1N2N=CC1C(C)C)N1[C@H](COCC1)C N-[(1H-benzimidazol-2-yl)methyl]-2-[(3S)-3-methylmorpholin-4-yl]-8-(propan-2-yl)pyrazolo[1,5-a][1,3,5]triazin-4-amine